Bicyclo[2.2.1]heptan-2-ylmethyl ((S)-4-methyl-1-oxo-1-(((S)-1-oxo-3-((S)-2-oxopyrrolidin-3-yl)propan-2-yl)amino)pentan-2-yl)carbamate CC(C[C@@H](C(N[C@H](C=O)C[C@H]1C(NCC1)=O)=O)NC(OCC1C2CCC(C1)C2)=O)C